4-bromo-3,5-difluoro-benzonitrile BrC1=C(C=C(C#N)C=C1F)F